ClC1=CC=C2C(=C(NC2=C1)C(=O)N1CCC(CC1)C=1C=C2CN(C(C2=CC1)=O)C1C(NC(CC1)=O)=O)CN(C)C 3-(5-(1-(6-chloro-3-((dimethylamino)methyl)-1H-indole-2-carbonyl)piperidin-4-yl)-1-oxoisoindolin-2-yl)piperidine-2,6-dione